NCC1CS(CC1)(=O)=O 3-(aminomethyl)-1lambda6-thiolane-1,1-dione